1,1,3,3-tetramethylbutyl-2-ethylhexanoate CC(CC(C)(C)C)(C)OC(C(CCCC)CC)=O